(R)-1-(3-(methylsulfonyl)phenoxy)-3-((S)-8-(naphthalen-2-ylsulfonyl)-1-oxa-8-azaspiro[4.5]decan-3-ylamino)propan-2-ol CS(=O)(=O)C=1C=C(OC[C@@H](CN[C@@H]2COC3(C2)CCN(CC3)S(=O)(=O)C3=CC2=CC=CC=C2C=C3)O)C=CC1